3-ethyl-2-aminopentanoate C(C)C(C(C(=O)[O-])N)CC